ClC=1C(=CC(=C(C1)C1=CC=C(O1)C=C1C(C2=CC=CC=C2C1=O)=O)[N+](=O)[O-])C 2-[[5-(5-Chloro-4-methyl-2-nitrophenyl)-2-furanyl]methylene]-1H-indene-1,3(2H)-dione